3-amino-N-((S)-7-((3aR,6aR)-hexahydropyrrolo[3,4-c]pyrrol-2(1H)-yl)chroman-3-yl)-6-methylthieno[2,3-b]pyridine-2-carboxamide NC1=C(SC2=NC(=CC=C21)C)C(=O)N[C@@H]2COC1=CC(=CC=C1C2)N2C[C@H]1CNC[C@@H]1C2